2-adamantyl-1,1,3,3-tetracyanopropenide C12C(C3CC(CC(C1)C3)C2)C([C-](C#N)C#N)=C(C#N)C#N